(5,6,7,8-tetrahydropyrido[3,4-d]pyrimidin-4-yl)morpholine N1=CN=C(C2=C1CNCC2)N2CCOCC2